6-(2,7-dimethyl-2H-indazol-5-yl)-7-fluoro-N-methyl-N-(2,2,6,6-tetramethylpiperidin-4-yl)[1,3]thiazolo[4,5-c]pyridin-2-amine CN1N=C2C(=CC(=CC2=C1)C1=C(C2=C(C=N1)N=C(S2)N(C2CC(NC(C2)(C)C)(C)C)C)F)C